3-fluoro-5-formyl-4-hydroxy-N-(3-(pyrrolidin-1-yl)phenoxy)benzamide FC=1C=C(C(=O)NOC2=CC(=CC=C2)N2CCCC2)C=C(C1O)C=O